(S)-N-(5-benzylthiazol-2-yl)-1-cyano-N-methylpyrrolidine-2-carboxamide C(C1=CC=CC=C1)C1=CN=C(S1)N(C(=O)[C@H]1N(CCC1)C#N)C